FC1[C@H](C(NC=2C=NN(C2C=2C=C(C=C([C@H](CC1)NC(OC(C)(C)C)=O)C2)F)C)=O)C tert-butyl N-[(9S,13S)-10,16-difluoro-3,9-dimethyl-8-oxo-3,4,7-triazatricyclo[12.3.1.02,6]octadeca-1(18),2(6),4,14,16-pentaen-13-yl]carbamate